C1(=CC=CC=C1)C(C1=CC=CC=C1)=NC1C(N(C(C(C1)C1=C(C(=CC(=C1)F)F)F)C)CCCCCOCC#C)=O (Diphenylmethyleneamino)-6-methyl-1-(5-prop-2-ynyloxypentyl)-5-(2,3,5-trifluorophenyl)piperidin-2-one